N-(3-((2,6-dioxopiperidin-3-yl)amino)-5-fluorophenyl)acetamide formate C(=O)O.O=C1NC(CCC1NC=1C=C(C=C(C1)F)NC(C)=O)=O